ClC=1C=C(C=CC1)[C@@H](C(F)(F)F)N(S(=O)(=O)C=1C=NC=C(C1)C#N)CC (S)-N-(1-(3-chlorophenyl)-2,2,2-trifluoroethyl)-5-cyano-N-ethylpyridine-3-sulfonamide